C(C)(C)(C)OC(=O)N1CC(CC1)N(C1=CC=C(C=2N=CC=NC12)C(=O)OC)C methyl 8-[(1-tert-butoxycarbonylpyrrolidin-3-yl)-methyl-amino]quinoxaline-5-carboxylate